FC1=C(C=CC2=C1NC(=N2)C2=CC=C(C=C2)S(=O)(=O)C)C2CCN(CC2)C2CC1CCC(C2)N1C(C)C 7-fluoro-6-(1-(8-isopropyl-8-azabicyclo[3.2.1]octan-3-yl)piperidin-4-yl)-2-(4-(methylsulfonyl)phenyl)-1H-benzo[d]imidazole